tert-Butyl 6-(4-((3-chloro-5-fluorophenyl)amino)pyrido[3,2-d]pyrimidin-6-yl)-1,6-diazaspiro[3.3]heptane-1-carboxylate ClC=1C=C(C=C(C1)F)NC=1C2=C(N=CN1)C=CC(=N2)N2CC1(CCN1C(=O)OC(C)(C)C)C2